ClC1=C2C(=NC=C1)NC(=C2C2=CC=C1CCN(C1=C2)C(C=C)=O)C2=CC(=CC=C2)OCCN2CCCC2 1-(6-(4-chloro-2-(3-(2-(pyrrolidin-1-yl)ethoxy)phenyl)-1H-pyrrolo[2,3-b]pyridin-3-yl)indolin-1-yl)prop-2-en-1-one